2-(4-(2-Methoxy-2-oxoethyl)phenyl)acetic acid COC(CC1=CC=C(C=C1)CC(=O)O)=O